C1OCC12CCC2 2-oxaspiro[3.3]heptane